CNC1=NC2=CC(=CC=C2C(=N1)N1CCC2(CCNCC2)CC1)CC(F)(F)F 9-(2-(methylamino)-7-(2,2,2-trifluoroethyl)quinazolin-4-yl)-3,9-diazaspiro[5.5]undecan